O1C(OCC1)C=1C=C(C(=O)NN)C=CC1 3-(1,3-Dioxolane-2-yl)benzohydrazide